8-bromo-3-butyl-2-methyl-7-(methylthio)-5-phenyl-2,3,4,5-tetrahydrobenzo[f][1,2,5]thiadiazepine 1,1-dioxide BrC1=CC2=C(N(CC(N(S2(=O)=O)C)CCCC)C2=CC=CC=C2)C=C1SC